(2R,3R,4S,5S)-2-(4-Amino-5-(4-nitrophenyl)-7H-pyrrolo[2,3-d]pyrimidin-7-yl)-5-((((3-methyl-5-phenylisoxazol-4-yl)methyl)thio)methyl)tetrahydrofuran-3,4-diol NC=1C2=C(N=CN1)N(C=C2C2=CC=C(C=C2)[N+](=O)[O-])[C@@H]2O[C@@H]([C@H]([C@H]2O)O)CSCC=2C(=NOC2C2=CC=CC=C2)C